ClC1=C(C=CC=C1)C(C(=O)N)C(CO)N1CC=2CN(CC2C1)C1=CC=C(C=C1)OC(F)(F)F (2-Chlorophenyl)-4-hydroxy-3-{5-[4-(trifluoromethoxy)phenyl]-1H,2H,3H,4H,5H,6H-pyrrolo[3,4-c]pyrrol-2-yl}butanamide